tert-Butyl N-(3,4-dichloro-1H-indol-7-yl)carbamate ClC1=CNC2=C(C=CC(=C12)Cl)NC(OC(C)(C)C)=O